C(CC)C(COC(CCCCCC(C)C)=O)CCCC.BrC=1C=CC(=NC1)C(CC)(F)F 5-bromo-2-(1,1-difluoropropyl)pyridine 2-propylhexyl-isononanoate